C(C)(=O)O[C@H]1[C@@H](O[C@@H]([C@H]([C@@H]1OC(C)=O)OC(C)=O)C(=O)OC)OC=1C=CC2=C(C3=C4C(CCN([C@@H]4C2)C)=CC=C3)C1O (2S,3R,4S,5S,6S)-2-(((R)-11-hydroxy-6-methyl-5,6,6a,7-tetrahydro-4H-dibenzo[de,g]quinolin-10-yl)oxy)-6-(methoxycarbonyl)tetrahydro-2H-pyran-3,4,5-triyl triacetate